NS(=NC(CC1=C(C(=C(C=C1C1CC1)C#N)F)C(C)C)=O)(=O)C1=C(N=C(S1)C(C)(C)O)CO N-(amino(4-(hydroxymethyl)-2-(2-hydroxypropan-2-yl)thiazol-5-yl)(oxo)-λ6-sulfaneylidene)-2-(4-cyano-6-cyclopropyl-3-fluoro-2-isopropylphenyl)acetamide